ClC=1C=C2C(=CN=C(C2=CN1)N1CC(C1)CP(OC)(OC)=O)C(C)C dimethyl ((1-(6-chloro-4-isopropyl-2,7-naphthyridin-1-yl)azetidin-3-yl)methyl)phosphonate